(R)-4-(difluoromethyl)-6-fluoro-N-(8-fluoro-6-oxo-1,2,3,4,5,6-hexahydrophenanthridin-1-yl)-N-methyl-1H-indole-2-carboxamide FC(C1=C2C=C(NC2=CC(=C1)F)C(=O)N(C)[C@@H]1CCCC=2NC(C3=CC(=CC=C3C12)F)=O)F